N-(8-nitro-1,2,4,5-tetrahydrobenzo[d]oxazepin-7-yl)acetamide [N+](=O)([O-])C=1C(=CC2=C(CNOCC2)C1)NC(C)=O